F[C@@H](CN(CC[C@@H](C(=O)O)NC1=NC=C(C=N1)C(F)(F)F)CCCCC1=NC=2NCCCC2C=C1)COC (S)-4-(((S)-2-fluoro-3-methoxypropyl)(4-(5,6,7,8-tetrahydro-1,8-naphthyridin-2-yl)butyl)amino)-2-((5-(trifluoromethyl)pyrimidin-2-yl)amino)butanoic acid